[Ca+2].Cl[O-].Cl[O-] hypochlorite Calcium